FC(CN1N=CC(=C1)C1=C(N=C2N(C1=O)CC(N2)=O)C(F)(F)F)(C(F)(F)F)F 6-[1-(2,2,3,3,3-pentafluoropropyl)-1H-pyrazol-4-yl]-7-(trifluoromethyl)-1H,2H,3H,5H-imidazo[1,2-a]Pyrimidine-2,5-dione